tert-butyl (2-hydroxyethyl) terephthalate C(C1=CC=C(C(=O)OCCO)C=C1)(=O)OC(C)(C)C